C(C)OCCCCC ethylpentanyl ether